Cl.ClC=1C=C(C=CC1)NC1N(C(=NC(=N1)N)N1CCCC1)C1=CC(=C(C=C1)C)C N-(3-Chlorophenyl)-N1-(3,4-dimethylphenyl)-6-pyrrolidin-1-yl-[1,3,5]triazine-2,4-diamine hydrochloride